11-(2-(dimethylamino)ethyl)eicosanoic acid (Z)-oct-2-en-1-yl ester C(\C=C/CCCCC)OC(CCCCCCCCCC(CCCCCCCCC)CCN(C)C)=O